N1N=CC(=C1)C1=CC=C2C(=N1)SC(=N2)NC2=NC=CC(=C2)N2CCN(CC2)C(COC(C)C)=O 1-(4-(2-((5-(1H-pyrazol-4-yl)thiazolo[5,4-b]-pyridin-2-yl)amino)-pyridin-4-yl)piperazin-1-yl)-2-isopropoxy-ethanone